(1R,2S,4R,5S)-5-(2-amino-7-(1H-pyrazol-5-yl)quinolin-4-ylamino)-7-oxabicyclo[2.2.1]heptan-2-ol NC1=NC2=CC(=CC=C2C(=C1)N[C@@H]1[C@H]2C[C@@H]([C@@H](C1)O2)O)C2=CC=NN2